N-((3S,4S)-4-fluoropyrrolidin-3-yl)-6-(7-methoxy-6-(1-(trifluoromethyl)cyclopropyl)imidazo[1,2-b]pyridazin-3-yl)pyridin-2-amine F[C@@H]1[C@H](CNC1)NC1=NC(=CC=C1)C1=CN=C2N1N=C(C(=C2)OC)C2(CC2)C(F)(F)F